3(2H)-Thienylidenephenylacetonitrile S1CC(C=C1)=C(C#N)C1=CC=CC=C1